C1(CCCCC1)CC1=NC=2N(C(=C1)C(F)(F)F)N=C(C2)C(=O)O 5-(cyclohexylmethyl)-7-(trifluoromethyl)pyrazolo[1,5-a]pyrimidine-2-carboxylic acid